N-((S)-1-(((2R,3R)-3-hydroxy-1,2,3,4-tetrahydronaphthalen-2-yl)amino)-1-oxo-3-phenylpropan-2-yl)-4-methylpiperazine O[C@H]1[C@@H](CC2=CC=CC=C2C1)NC([C@H](CC1=CC=CC=C1)N1CCN(CC1)C)=O